2-phenyl-2-(4-(3-(5,6,7,8-tetrahydro-1,8-naphthyridin-2-yl)propylcarbamoyl)piperidin-1-yl)acetic acid C1(=CC=CC=C1)C(C(=O)O)N1CCC(CC1)C(NCCCC1=NC=2NCCCC2C=C1)=O